tert-Butyl 2-(6-(benzyloxy)-5-(trifluoromethyl)pyridin-3-yl)acrylate C(C1=CC=CC=C1)OC1=C(C=C(C=N1)C(C(=O)OC(C)(C)C)=C)C(F)(F)F